CC1=NOC(=C1S(=O)(=O)N1CCOCC1)C 4-(3,5-dimethyl-isoxazole-4-sulfonyl)-morpholin